C(C)(C)C1=C(NC2=CC=C(C=C12)C1CCN(CC1)C1CCOCC1)C=1C=C(C(N(C1)C)=O)COC 5-(3-isopropyl-5-(1-(tetrahydro-2H-pyran-4-yl)piperidin-4-yl)-1H-indol-2-yl)-3-(methoxymethyl)-1-methylpyridin-2(1H)-one